ethyl 2-[2-[[3-chloro-5-fluoro-6-[3-methyl-2,6-dioxo-4-(trifluoromethyl)-pyrimidin-1-yl]-2-pyridyl]oxy]phenoxy]acetate ClC=1C(=NC(=C(C1)F)N1C(N(C(=CC1=O)C(F)(F)F)C)=O)OC1=C(OCC(=O)OCC)C=CC=C1